NCCOCCOCCC(=O)NCCOCCOCCCCCCCl 3-(2-(2-aminoethoxy)ethoxy)-N-(2-(2-((6-chlorohexyl)oxy)ethoxy)ethyl)propanamide